Tert-butyl (E)-3-(2-(5,6,7,8-tetrahydro-1,8-naphthyridin-2-yl)vinyl)azetidine-1-carboxylate N1=C(C=CC=2CCCNC12)/C=C/C1CN(C1)C(=O)OC(C)(C)C